CO[Si](CCCCCC[Si](C1=CC=CC=C1)(N(C)C)N(C)C)(OC)OC 1-trimethoxysilyl-6-bis(dimethylamino)phenylsilylhexane